tert-Butyl 6-(5-(3-(3-((N-ethyl-N-methylsulfamoyl)amino)-2,6-difluorobenzoyl)-1H-pyrrolo[2,3-b]pyridin-5-yl)pyridin-2-yl)-2,6-diazaspiro[3.3]heptane-2-carboxylate C(C)N(S(=O)(=O)NC=1C(=C(C(=O)C2=CNC3=NC=C(C=C32)C=3C=CC(=NC3)N3CC2(CN(C2)C(=O)OC(C)(C)C)C3)C(=CC1)F)F)C